CN(C)CCCN1[C@@H](CCC1)C=1C=NC(=CC1)C (S)-1-[3-(N,N-dimethylamino)propyl]-2-(6-methyl-3-pyridinyl)pyrrolidine